6-chloro-3-((1-(2-cyano-7-methyl-3-(1,1,2,2-tetrafluoro-6-azaspiro[2.5]octan-6-yl)quinoxalin-5-yl)ethyl)amino)picolinic acid ClC1=CC=C(C(=N1)C(=O)O)NC(C)C1=C2N=C(C(=NC2=CC(=C1)C)C#N)N1CCC2(C(C2(F)F)(F)F)CC1